COC=1C=C(C=CC1OC)C=1NC2=CC=C(C=C2C1CC)C1=NOC(=N1)C1CC(N(C1)C)=O 4-(3-(2-(3,4-dimethoxyphenyl)-3-ethyl-1H-indol-5-yl)-1,2,4-oxadiazol-5-yl)-1-methylpyrrolidin-2-one